(S)-benzyl 13-((2S,4R)-4-hydroxy-2-((4-(4-methylthiazol-5-yl)benzyl)carbamoyl)pyrrolidine-1-carbonyl)-14,14-dimethyl-11-oxo-3,6,9-trioxa-12-azapentadecan-1-oate O[C@@H]1C[C@H](N(C1)C(=O)[C@@H](NC(COCCOCCOCC(=O)OCC1=CC=CC=C1)=O)C(C)(C)C)C(NCC1=CC=C(C=C1)C1=C(N=CS1)C)=O